N-(2-chlorophenyl)-N-methyl-6-oxo-1,6-dihydropyridine-2-carboxamide ClC1=C(C=CC=C1)N(C(=O)C=1NC(C=CC1)=O)C